CS(=NC(=O)C=1C(=NC2=CC=CC=C2C1)COC1=CC=C(C=C1)C1=NNC=C1C1=CC=NC=C1)(=O)C N-[Dimethyl(oxo)-λ6-sulfanylidene]-2-[[4-[4-(4-pyridyl)-1H-pyrazol-3-yl]phenoxy]methyl]quinoline-3-carboxamide